COC(C1CCN(CC1)C1=CC=C(C=C1)[C@@H]1[C@@H]([C@H](CC2=CC(=CC=C12)OC)C)C1=CC=CC=C1)OC 4-(dimethoxymethyl)-1-(4-((1S,2R,3S)-6-methoxy-3-methyl-2-phenyl-1,2,3,4-tetrahydronaphthalen-1-yl)phenyl)piperidine